BrC=1SC(=C(C1C1=CC=CC2=CC=CC=C12)CBr)Br 2,5-dibromo-4-bromomethyl-3-naphthylthiophene